C(C)(C)(C)OC(=O)N(C1=CC(=NC=2N1N=CC2C2CC2)NC[C@H]2[C@@H](CN(CC2)C(=O)OC(C)(C)C)O)C2=CC(=CC(=C2)F)C#N Tert-Butyl (3S,4S)-4-((7-((tert-butoxycarbonyl)(3-cyano-5-fluorophenyl)amino)-3-cyclopropylpyrazolo[1,5-a]pyrimidin-5-yl)aminomethyl)-3-hydroxypiperidine-1-carboxylate